bis-(4-tert-butyl-3-hydroxy-2,6-dimethylbenzyl)dithiol-terephthalate C(C)(C)(C)C1=C(C(=C(COC(C2=CC=C(C(=O)OCC3=C(C(=C(C=C3C)C(C)(C)C)O)C)C=C2C=2SSCC2)=O)C(=C1)C)C)O